C(C)(=O)N1CC2=C(CC1)N(N=C2I)C2CCC1(CCN(C1)C(=O)OC(C)(C)C)CC2 tert-butyl 8-(5-acetyl-3-iodo-6,7-dihydro-4H-pyrazolo[4,3-c]pyridin-1-yl)-2-azaspiro[4.5]decane-2-carboxylate